CC1(CC2(C1)CCC2)NC(C)=O N-{2-methylspiro[3.3]heptan-2-yl}acetamide